monolithium phosphite P([O-])(O)O.[Li+]